CN1CC2C(C1)CCN2 5-methyloctahydropyrrolo[2,3-c]Pyrrole